O[C@@H]1C[C@H](N(C1)C(=O)OC(C)(C)C)C(N[C@@H](CO)C1=CC=C(C=C1)C=1C(=NC=NC1)C)=O tert-butyl (2S,4R)-4-hydroxy-2-(((R)-2-hydroxy-1-(4-(4-methylpyrimidin-5-yl)phenyl)ethyl)carbamoyl)pyrrolidine-1-carboxylate